BrC=1C=CC2=CN(N=C2C1)C1CCC(CC1)CNC(OC(C)(C)C)=O tert-butyl {[(1r,4r)-4-(6-bromo-2H-indazol-2-yl)cyclohexyl]methyl}carbamate